OC(CC)N1N=NC(=C1)CN(CC=1N=NN(C1)C(CC)O)CC=1N=NN(C1)C(CC)O tris((1-hydroxy-propyl-1H-1,2,3-triazole-4-yl)methyl)amine